N-(3-bromo-4-(4-methylpiperazin-1-yl)phenyl)-4-((8-methyl-2,3-dihydro-1H-pyrido[2,3-b][1,4]oxazin-7-yl)amino)-2-oxo-1,2-dihydropyridine-3-carboxamide BrC=1C=C(C=CC1N1CCN(CC1)C)NC(=O)C=1C(NC=CC1NC1=C(C2=C(OCCN2)N=C1)C)=O